N-((S)-1-(((S)-1-amino-1-oxo-3-((S)-2-oxopyrrolidin-3-yl)propan-2-yl)amino)-4-methyl-1-oxopentan-2-yl)-7-chloro-1H-benzo[d]imidazole-2-carboxamide NC([C@H](C[C@H]1C(NCC1)=O)NC([C@H](CC(C)C)NC(=O)C1=NC2=C(N1)C(=CC=C2)Cl)=O)=O